C(CC)N1C(C(=C(C1=O)C1=CSC=C1)C1=CSC=C1)=O 1-propyl-3,4-di(thien-3-yl)pyrrole-2,5-dione